C(C)(C)(C)C1=CC=C(C=C1)C1CN=C(O1)C1=CC=CC=C1 5-(4-(tert-butyl)phenyl)-2-phenyl-4,5-dihydro-oxazole